(R)-3-amino-4-(2,4,5-trifluorophenyl)butyric acid methyl ester COC(C[C@@H](CC1=C(C=C(C(=C1)F)F)F)N)=O